NC1=C2N=CN(C2=NC=N1)CC=1OC2=CC=C(C=C2C(C1C1=CC=CC=C1)=O)F 2-((6-Amino-9H-purin-9-yl)methyl)-6-fluoro-3-phenyl-4H-chromen-4-one